NC1=NC2=CC=C(C=C2C=C1C)C(=O)N([C@H](C)C1=NC=CC=N1)CC1=NC=C(C=C1)OC(F)F 2-amino-N-((5-(difluoromethoxy)-2-pyridinyl)methyl)-3-methyl-N-((1R)-1-(2-pyrimidinyl)ethyl)-6-quinolinecarboxamide